dimethylazane hexafluorophosphate F[P-](F)(F)(F)(F)F.CNC